ClC1=CC=C2C=CC=NC2=C1NS(=O)(=O)C1=NC(=CN=C1)N1CCCC1 N-(7-chloro-quinolin-8-yl)-6-(pyrrolidin-1-yl)pyrazine-2-sulfonamide